(S)-1-CYANO-N,N-BIS(4-METHOXYBENZYL)HEPT-6-ENE-3-SULFONAMIDE C(#N)CC[C@H](CCC=C)S(=O)(=O)N(CC1=CC=C(C=C1)OC)CC1=CC=C(C=C1)OC